di-n-propoxy-m-xylene C(CC)OC1=CC(=C(C=C1C)C)OCCC